BrC1=NN(C2=CC(=CC(=C12)F)COC1=CC=C(C=C1)[C@H](CC(=O)OC)C)C1CCCC1 methyl (S)-3-(4-((3-bromo-1-cyclopentyl-4-fluoro-1H-indazol-6-yl)methoxy)phenyl)butanoate